5-{2-[4,5-dichloro-2-(5-methoxyquinoline-8-sulfonamido)phenyl]ethynyl}pyridine-2-carboxylic acid ClC1=CC(=C(C=C1Cl)C#CC=1C=CC(=NC1)C(=O)O)NS(=O)(=O)C=1C=CC(=C2C=CC=NC12)OC